7-bromo-1-methyl-1H-imidazo[4,5-c]pyridine BrC=1C2=C(C=NC1)N=CN2C